tri(tridecyl) phosphorothioate P(OCCCCCCCCCCCCC)(OCCCCCCCCCCCCC)(OCCCCCCCCCCCCC)=S